BrC=1C(=C2N(C=C(N=C2C)C)C1)OC 7-bromo-8-methoxy-1,3-dimethyl-pyrrolo[1,2-a]pyrazine